NC(=O)C1C=C(CCCC1)C1=CCCCCC1 3-aminocarbonyl-bicycloheptene